7-fluoro-8-(5-fluoro-3-methyl-1H-indol-7-yl)-1,4,4,9-tetramethyl-4,5-dihydro-[1,2,4]triazolo[4,3-a]quinoxaline FC=1C=C2NC(C=3N(C2=C(C1C=1C=C(C=C2C(=CNC12)C)F)C)C(=NN3)C)(C)C